BrC(N1N=C(C=C1)N1C(=CC=C1C)C)(F)F 1-(bromodifluoromethyl)-3-(2,5-dimethyl-1H-pyrrol-1-yl)-1H-pyrazole